7-(1-(1-fluoroethyl)cyclopentyl)-2-(((3S,4R)-3-hydroxytetrahydro-2H-pyran-4-yl)amino)-5-(trifluoromethyl)pyrrolo[2,1-f][1,2,4]triazine-6-carbonitrile FC(C)C1(CCCC1)C1=C(C(=C2C=NC(=NN21)N[C@H]2[C@@H](COCC2)O)C(F)(F)F)C#N